N'-[(5-chloro-2-pyridinyl)amino]-2-methylsulfonyl-acetamidine ClC=1C=CC(=NC1)NN=C(CS(=O)(=O)C)N